C1(=CC=C2C=CC3=CC=CC4=CC=C1C2=C34)C(CCC)O pyrenyl-butanol